CC1(C(OBO1)(C)C)C tetramethyl-1,3,2-dioxaborolane